FC1=C2C(C(N(C2=C(C=C1C(F)(F)F)F)CC(=O)O)=O)(C)C [4,7-difluoro-3,3-dimethyl-2-oxo-5-(trifluoromethyl)indol-1-yl]acetic acid